N-tetradecyl-2-(3-methoxy-4-(tert-butylcarbonyloxy)-phenyl)-3,5,7-tris-(tert-butylcarbonyloxy)-quinolin-4-one C(CCCCCCCCCCCCC)N1C(=C(C(C2=C(C=C(C=C12)OC(=O)C(C)(C)C)OC(=O)C(C)(C)C)=O)OC(=O)C(C)(C)C)C1=CC(=C(C=C1)OC(=O)C(C)(C)C)OC